COC(C[C@H](C)N)=O (S)-3-aminobutyric acid methyl ester